3,4-dichloro-N-pyrimidin-2-yl-10-(1-tetrahydropyran-2-ylpyrazol-4-yl)-6,7,8,9-tetrahydropyrido[1,2-a]indol-7-amine ClC1=CC=C2C(=C3N(C2=C1Cl)CC(CC3)NC3=NC=CC=N3)C=3C=NN(C3)C3OCCCC3